di-tert-butyl 3-hydroxymethyl-cyclobutane-1,1-dicarboxylate OCC1CC(C1)(C(=O)OC(C)(C)C)C(=O)OC(C)(C)C